N-[2-[4-[[1-[2-[4-[2-fluoro-5-[(4-oxo-3H-phthalazin-1-yl)methyl]benzoyl]piperazin-1-yl]-2-oxo-ethyl]-4-piperidyl]oxy]piperidine-1-carbonyl]-5-phenyl-3-pyridyl]acetamide FC1=C(C(=O)N2CCN(CC2)C(CN2CCC(CC2)OC2CCN(CC2)C(=O)C2=NC=C(C=C2NC(C)=O)C2=CC=CC=C2)=O)C=C(C=C1)CC1=NNC(C2=CC=CC=C12)=O